C(C)(C)OC=1N=CC=2N(C1)C(=CN2)C2=CC=CC(=N2)N[C@H]2CN(CCC2)C(=O)OC(C)(C)C (R)-tert-butyl 3-((6-(6-isopropoxyimidazo[1,2-a]pyrazin-3-yl)pyridin-2-yl)amino)piperidine-1-carboxylate